5-((4-methyltetrahydrofuran-3-yl)methoxy)-1,3,4-thiadiazol-2-amine CC1C(COC1)COC1=NN=C(S1)N